2-(3-chloro-2-cyclopropyl-5-(methoxy-methoxy)phenyl)-4,4,5,5-tetramethyl-1,3,2-dioxaborolane ClC=1C(=C(C=C(C1)OCOC)B1OC(C(O1)(C)C)(C)C)C1CC1